3-amino-1-benzylpyrrolidine-3-carboxylic acid methyl ester TFA salt OC(=O)C(F)(F)F.COC(=O)C1(CN(CC1)CC1=CC=CC=C1)N